BrC1=C(C=C(C=C1)O)/C=C/C(=O)O (2E)-3-(2-bromo-5-hydroxyphenyl)prop-2-enoic acid